diisobutyl-(vinyl)phosphine oxide C(C(C)C)P(C=C)(CC(C)C)=O